O=C(CN(CC(=O)O)CC(=O)O)NC=1C=NC(=CC1)C=1NNC(=NN1)C1=NC=CC=C1 2,2'-((2-Oxo-2-((6-(6-(pyridin-2-yl)-1,2-dihydro-1,2,4,5-tetrazin-3-yl)pyridin-3-yl)amino)ethyl)azanediyl)diacetic acid